C(#N)CC=1N=C2N(N(C(C=C2N2C[C@H](N(C[C@@H]2C)C(=O)OC(C)(C)C)C)=O)C)C1 tert-butyl (2R,5S)-4-(2-(cyanomethyl)-5-methyl-6-oxo-5,6-dihydroimidazo[1,2-b]pyridazin-8-yl)-2,5-dimethylpiperazine-1-carboxylate